C1(=CC=CC=C1)CC=CO 3-phenyl-propenol